C(C)C1(CCCC1)C(=O)NC=1SC2=C(N1)C=CC(=C2)OC(F)(F)F 1-ethyl-N-[6-(trifluoromethoxy)-1,3-benzothiazol-2-yl]cyclopentane-1-carboxamide